OC=1C(C(=C(C(C1)=O)O)C(C)C)=O 2,5-dihydroxy-6-isopropylbenzoquinone